(3aS,6aR)-5-(4-bromophenyl)-1,2,3,3a,4,6a-hexahydrocyclopenta[c]pyrrole BrC1=CC=C(C=C1)C=1C[C@H]2[C@H](CNC2)C1